N-[(3R)-4,4-Difluoro-1-{5-[6-methoxy-4-(2,4,6-trifluorophenyl)pyridin-3-yl]-4,5-dihydro-1,2-oxazol-3-yl}pyrrolidin-3-yl]methanesulfonamide FC1([C@@H](CN(C1)C1=NOC(C1)C=1C=NC(=CC1C1=C(C=C(C=C1F)F)F)OC)NS(=O)(=O)C)F